2-((2-(dinonylamino)ethyl)(nonyl)amino)-N-tetradecylacetamide C(CCCCCCCC)N(CCN(CC(=O)NCCCCCCCCCCCCCC)CCCCCCCCC)CCCCCCCCC